BrCCOC1=C(C=C(C=C1)N1C2(CCC2)C(N(C1=S)C=1C=C(C(=NC1)C#N)C(F)(F)F)=O)CC 5-[5-[4-(2-Bromoethoxy)-3-ethyl-phenyl]-8-oxo-6-thioxo-5,7-diazaspiro[3.4]oct-7-yl]-3-(trifluoromethyl)pyridine-2-carbonitrile